FC=1C(=NC(=NC1)NC=1C=CC(=NC1)OCC(=O)OC)C1=CNC2=C(C=CC=C12)NC([C@@H](COC)N1CCN(CC1)C)=O methyl 2-([5-[(5-fluoro-4-[7-[(R)-3-methoxy-2-(4-methylpiperazin-1-yl)propanamido]-1H-indol-3-yl]pyrimidin-2-yl)amino]pyridin-2-yl]oxy)acetate